(3-((4-Methoxybenzyl)amino)-5-methylpyridin-4-yl)methanol COC1=CC=C(CNC=2C=NC=C(C2CO)C)C=C1